1-[4-(4-{3-[(2R)-2-methyl-pyrrolidin-1-yl]-propoxy}-phenoxy)-piperidin-1-yl]-ethanone dihydrochloride salt Cl.Cl.C[C@H]1N(CCC1)CCCOC1=CC=C(OC2CCN(CC2)C(C)=O)C=C1